(1S,2'S,6'S)-7-chloro-2'-methyl-6'-(1-methyl-1H-1,2,3-triazol-4-yl)spiro[isochroman-1,4'-piperidin]-8-ol ClC1=CC=C2CCO[C@]3(C[C@@H](N[C@@H](C3)C=3N=NN(C3)C)C)C2=C1O